C(C1=CC=CC=C1)OC(=O)NCCC=1C=2N(C=C(N1)C)C=C(N2)NC(=O)C2=CC=C(C1=CN(N=C21)C)N2CCC(CC2)N(C(OC(C)(C)C)=O)C2CC2 tert-butyl N-[1-[7-[[8-[2-(benzyloxycarbonylamino)ethyl]-6-methyl-imidazo[1,2-a]pyrazin-2-yl]carbamoyl]-2-methyl-indazol-4-yl]-4-piperidyl]-N-cyclopropyl-carbamate